N-phenyl-biphenyl-4-amine C1(=CC=CC=C1)NC1=CC=C(C=C1)C1=CC=CC=C1